tert-butyl 4-(7-(6-(bis(4-methoxybenzyl)amino)-3-(trifluoromethyl)pyridin-2-yl)-6-chloro-2-(((2S,4R)-4-ethoxy-1-methylpyrrolidin-2-yl)methoxy)quinazolin-4-yl)piperazine-1-carboxylate COC1=CC=C(CN(C2=CC=C(C(=N2)C2=C(C=C3C(=NC(=NC3=C2)OC[C@H]2N(C[C@@H](C2)OCC)C)N2CCN(CC2)C(=O)OC(C)(C)C)Cl)C(F)(F)F)CC2=CC=C(C=C2)OC)C=C1